ClC=1C=C(C=CC1F)NC(=O)C=1N(S(N=C(C1)C1=CN=C(S1)C(F)(F)F)(=O)=O)C N-(3-chloro-4-fluorophenyl)-2-methyl-5-(2-(trifluoromethyl)thiazol-5-yl)-2H-1,2,6-thiadiazine-3-carboxamide 1,1-dioxide